NC1=CC=CC2=C1N(C(CO2)=O)COC 5-amino-4-(methoxymethyl)-1,4-benzoxazin-3-one